(2R,7as)-1H-pyrrolizine C1C=CN2C=CC=C12